N-(3-methyl-pyridin-2-yl)-3-(5-(methyl-sulfonyl)pyridin-2-yl)-1,2,4-thiadiazol-5-amine CC=1C(=NC=CC1)NC1=NC(=NS1)C1=NC=C(C=C1)S(=O)(=O)C